C12CCC(C3C4C5C(C(C13)C4)O5)C2 6,7-epoxydecahydro-1,4:5,8-dimethanonaphthalene